5-(4-methoxyphenyl)-N-(cyclopropylcarbonyl)quinazolin-2-amine COC1=CC=C(C=C1)C1=C2C=NC(=NC2=CC=C1)NC(=O)C1CC1